ClC(C1=NC(=NO1)C=1C=CC(=NC1)CP(OCC)(=O)NC1=CC(=CC=C1)OC)(F)F ethyl P-((5-(5-(chlorodifluoromethyl)-1,2,4-oxadiazol-3-yl)pyridin-2-yl)methyl)-N-(3-methoxyphenyl)phosphonamidate